ClC1=CC(=C(COC2=CC=CC(=N2)N2CCN(CC2)[C@H](C)C2=NC3=C(N2C[C@H]2OCC2)C=C(C=C3)C(=O)[O-])C=C1)F 2-((R)-1-(4-(6-((4-chloro-2-fluorobenzyl)oxy)pyridine-2-yl)piperazin-1-yl)ethyl)-1-(((S)-oxetan-2-yl)methyl)-1H-benzo[d]imidazole-6-carboxylate